NC1=NNC2=CC=C(C(=C12)OC1=C(C=CC(=C1)F)Cl)NC(C1=CC(=CC(=C1)C(F)(F)F)F)=O N-(3-amino-4-(2-chloro-5-fluorophenoxy)-1H-indazol-5-yl)-3-fluoro-5-(trifluoromethyl)benzamide